C[Si](CCOCN1C=NC(=C1)C(=O)OC)(C)C methyl 1-((2-(trimethylsilyl)ethoxy)methyl)-1H-imidazole-4-carboxylate